C(CCCCCCCC=CCC=CCCCCC)(=O)N octadec-9,12-Dienoamide